C(CC)NCCCCCCCCCN N-propylnonane-1,9-diamine